C(C)(C)(C)OC(N(C)C1CC1)=O cyclopropyl-(methyl)carbamic acid tert-butyl ester